CN(C(OC1(C(N(C2=CC=C(C=C12)Cl)C)=O)CC1=CC=CC=2NC=NC21)=O)C 3-((1H-benzo[d]imidazol-4-yl)methyl)-5-chloro-1-methyl-2-oxoindolin-3-yl dimethylcarbamate